5-[(4-methylpiperazin-1-yl)methyl]oxazole-2-carboxylic acid, lithium salt [Li+].CN1CCN(CC1)CC1=CN=C(O1)C(=O)[O-]